N-((3S,4S)-3-((6-(2,6-dichloro-3,5-dimethoxyphenyl)-8-(3-methoxy-3-methylpyrrolidin-1-yl)pyrido[3,4-d]pyrimidin-2-yl)amino)tetrahydro-2H-pyran-4-yl)acrylamide ClC1=C(C(=C(C=C1OC)OC)Cl)C1=CC2=C(N=C(N=C2)N[C@@H]2COCC[C@@H]2NC(C=C)=O)C(=N1)N1CC(CC1)(C)OC